FC1=C2C(NC(=NC2=CC(=C1)OCC1CCNCC1)COC1CCOCC1)=O 5-fluoro-7-(piperidin-4-ylmethoxy)-2-(((tetrahydro-2H-pyran-4-yl)oxy)methyl)quinazolin-4(3H)-one